CC=1N(C=C[N+]1CO)CO 2-methyl-1,3-bis-hydroxymethylimidazolium